C(C)(C)(C)OC(=O)N1C[C@@H](CC1)C=1C(=C(N(C1)C1=CC=C(C=C1)OC1=CC=CC=C1)C#N)C(=O)OCCCC butyl (S)-4-(1-(tert-butoxycarbonyl)pyrrolidin-3-yl)-2-cyano-1-(4-phenoxyphenyl)-1H-pyrrole-3-carboxylate